C1(=CC=CC=C1)[B-](C1=CC=CC=C1)(C1=CC=CC=C1)C1=CC=CC=C1.C(C)(C)(C)C1=CC=C(C=C1)[I+]C1=CC=C(C=C1)C(C)(C)C bis(4-tert-butylphenyl)iodonium tetraphenylborate